FCCN1CC(N(CC1)CC1=C2C=CNC2=C(C=C1OC)C)C1=CC=C(C(=O)O)C=C1 4-(4-(2-fluoroethyl)-1-((5-methoxy-7-methyl-1H-indol-4-yl)methyl)piperazin-2-yl)benzoic acid